C(CCC)N1C(CCCC1)C(C1=C(C=CC=C1NC)NC)=O 1-N-butyl-2-(2,6-dimethylaminobenzoyl)piperidine